C1(=CC(=CC(=C1)C(=O)O)C(=O)O)C1=CC(=CC=C1)C1=CC=C(C=C1)C(=O)O [1,1':3',1''-terphenyl]-3,4'',5-tricarboxylic acid